2-(((1r,4r)-4-(((3-chloro-4-fluoro-phenyl)(phenyl)carbamoyl-oxy)methyl)cyclohexyl)methoxy)acetic acid ClC=1C=C(C=CC1F)N(C(=O)OCC1CCC(CC1)COCC(=O)O)C1=CC=CC=C1